methyl ((R)-2-((3-cyano-5-fluorobenzyl) oxy) octadecyl) hydrogen phosphate P(=O)(OC)(OC[C@@H](CCCCCCCCCCCCCCCC)OCC1=CC(=CC(=C1)F)C#N)O